S=CCSC=C 1,4-dithiahexadiene